(S)-5-(tert-butyl)-N-(2-(3-hydroxycyclobutyl)-8-(2-((1-methyl-1H-pyrazol-4-yl)amino)pyrimidin-4-yl)-2,3,4,5-tetrahydro-1H-benzo[c]azepin-5-yl)-1,3,4-oxadiazole-2-carboxamide C(C)(C)(C)C1=NN=C(O1)C(=O)N[C@@H]1C2=C(CN(CC1)C1CC(C1)O)C=C(C=C2)C2=NC(=NC=C2)NC=2C=NN(C2)C